2-ethyl trifluoroacetoacetate FC(C(CC(=O)OCC)=O)(F)F